CC(CN)(C)N 2-methylpropane-1,2-diamine